dimethyl-4-[2-[5-[(Z)-4,4,4-trifluoro-1-(3-fluoro-2H-indazol-5-yl)-2-phenylbut-1-enyl]pyridin-2-yl]oxyethylamino]but-2-enamide CC(C=CC(=O)N)(NCCOC1=NC=C(C=C1)\C(=C(\CC(F)(F)F)/C1=CC=CC=C1)\C1=CC2=C(NN=C2C=C1)F)C